5-(1-(4-(5-(difluoromethyl)-1,3,4-oxadiazol-2-yl)benzyl)-1H-imidazol-4-yl)pyridin-2-amine FC(C1=NN=C(O1)C1=CC=C(CN2C=NC(=C2)C=2C=CC(=NC2)N)C=C1)F